(R)-N-((R/S)-1-(2-fluoro-3-(2-hydroxypropan-2-yl)phenyl)ethyl)-2-methylpropane-2-sulfinamide FC1=C(C=CC=C1C(C)(C)O)[C@@H](C)N[S@](=O)C(C)(C)C |&1:11|